COC(=O)C1(N=NNC1)OC1=CC=C(C=C1)C1CCC2(CC2(F)F)CC1 4-(4-(1,1-difluorospiro[2.5]oct-6-yl)phenoxy)-1H-1,2,3-triazole-4-carboxylic acid methyl ester